CC1=C(OC=2C=C(C=O)C=CC2)C(=CC=C1)C 3-(2,6-dimethylphenoxy)benzaldehyde